NC1=C(C(=O)NC23CCC(CC2)(CC3)O)C=C(C=N1)C1=CC=C(C=C1)[C@]13CN(C[C@@H]3C1)CCN1CCOCC1 2-amino-N-(4-hydroxybicyclo[2.2.2]oct-1-yl)-5-(4-((1S,5R)-3-(2-morpholinoethyl)-3-azabicyclo[3.1.0]hex-1-yl)phenyl)nicotinamide